O1CCOC2=C1C=CC=C2 (S)-1,4-benzodioxane